(2'-((4-(2,7-diazaspiro[4.4]non-2-yl)pyrimidin-5-yl)oxy)-5'-fluoro-[1,1'-biphenyl]-2-yl)ethanol C1N(CCC12CNCC2)C2=NC=NC=C2OC2=C(C=C(C=C2)F)C2=C(C=CC=C2)C(C)O